ClC=1C=C(C=C(C1OC=1C=C2CCN(C(C2=CC1)=O)CC1=CC=NC=C1)Cl)N1NC=CN=C1 2-(3,5-Dichloro-4-((2-(pyridin-4-ylmethyl)-1-oxo-1,2,3,4-tetrahydroisoquinoline-6-yl)oxy)phenyl)-1,2,4-triazine